2-bromo-1-[(E)-2-cyclopropylvinyl]-3-methyl-benzene BrC1=C(C=CC=C1C)\C=C\C1CC1